tert-butyl ((3S,4S)-1-(5-(3-cyano-6-ethoxypyrazolo[1,5-a]pyridin-4-yl)pyridin-2-yl)-3-hydroxypiperidin-4-yl)carbamate C(#N)C=1C=NN2C1C(=CC(=C2)OCC)C=2C=CC(=NC2)N2C[C@@H]([C@H](CC2)NC(OC(C)(C)C)=O)O